C(CCCCCCC)(=O)O anti-octanoic acid